(S)-2-(4-(1'-(3-((3-fluoro-4-(tetradecyloxy)phenyl)sulfonyl)-6-(methylsulfinyl)quinolin-4-yl)-[1,4'-bipiperidin]-4-yl)piperazin-1-yl)ethanol FC=1C=C(C=CC1OCCCCCCCCCCCCCC)S(=O)(=O)C=1C=NC2=CC=C(C=C2C1N1CCC(CC1)N1CCC(CC1)N1CCN(CC1)CCO)[S@@](=O)C